OC1=C(C=CC=C1)C(C)=O 2'-hydroxyacetophenone